C1(=CC=CC=C1)S(=O)(=O)CCSC=1C(=NC=CC1)C(=O)NCC=1SC=CC1 3-[2-(Benzenesulfonyl)-ethylsulfanyl]-N-(thiophen-2-yl-methyl)-pyridine-2-carboxylic acid amide